[(4-{2-[(3S)-3-(methoxymethyl)piperazinyl]-2-oxoethyl}phenyl)amino]-N-[(4-chlorophenyl)methyl]carboxamide COC[C@@H]1CN(CCN1)C(CC1=CC=C(C=C1)NC(=O)NCC1=CC=C(C=C1)Cl)=O